C1(CC1)C(=C)C=1C=CC2=C(N=C(O2)[C@H](C2CCC(CC2)(F)F)NC(OC(C)(C)C)=O)C1F Tert-butyl (S)-((5-(1-cyclopropylvinyl)-4-fluorobenzo[d]oxazol-2-yl)(4,4-difluorocyclohexyl)methyl)carbamate